difluoromethyl-trimethoxysilane FC(F)[Si](OC)(OC)OC